OC(CO)O hydroxyethylenglycol